P(=O)(=O)C=C=O phosphoketene